6-(3-CYCLOPROPYL-1H-PYRAZOL-1-YL)-N-(1-(2-METHOXYETHYL)-1H-INDAZOL-7-YL)PYRIDINE-3-SULFONAMIDE C1(CC1)C1=NN(C=C1)C1=CC=C(C=N1)S(=O)(=O)NC=1C=CC=C2C=NN(C12)CCOC